4-((6-bromo-3-nitroquinolin-4-yl)amino)-N-methylbenzamide BrC=1C=C2C(=C(C=NC2=CC1)[N+](=O)[O-])NC1=CC=C(C(=O)NC)C=C1